SCCCC[SiH](OC)OC 3-mercapto-1-propyl-methyl-dimethoxysilane